2-[3-(3,4-difluorophenyl)-1H-pyrazol-4-yl]-7-(4-pyrrolidin-1-yl-1-piperidyl)-1,5-naphthyridine FC=1C=C(C=CC1F)C1=NNC=C1C1=NC2=CC(=CN=C2C=C1)N1CCC(CC1)N1CCCC1